4-[4-(6-fluoro-9-methylsulfonyloxy-1,5-dihydro-3H-2,4-benzodioxepin-3-yl)-2-thiazolyl]-1-[2-[5-methyl-3-(difluoromethyl)-1H-pyrazol-1-yl]acetyl]piperidine FC1=CC=C(C=2COC(OCC21)C=2N=C(SC2)C2CCN(CC2)C(CN2N=C(C=C2C)C(F)F)=O)OS(=O)(=O)C